2-(cyclopenten-1-yl)thiazole-5-carboxylic acid ethyl ester C(C)OC(=O)C1=CN=C(S1)C1=CCCC1